N4-(2-(5-chloro-2,4-difluorophenyl)pyrimidin-4-yl)-N2-(4-(piperazin-1-yl)phenyl)pyrimidine-2,4-diamine ClC=1C(=CC(=C(C1)C1=NC=CC(=N1)NC1=NC(=NC=C1)NC1=CC=C(C=C1)N1CCNCC1)F)F